F[P-](F)(F)(F)(F)F.C(C)[N+]1=CC=CC=C1 1-Ethylpyridinium hexafluorophosphat